N=1C=CCC=CC1 4H-azepine